tert-butyl (R)-3-(2-fluoro-4-(1-methyl-1H-1,2,3-triazol-4-yl)-N-(2-(4,4,5,5-tetramethyl-1,3,2-dioxaborolan-2-yl)thieno[3,2-c]pyridin-4-yl)benzamido)piperidine-1-carboxylate FC1=C(C(=O)N(C2=NC=CC3=C2C=C(S3)B3OC(C(O3)(C)C)(C)C)[C@H]3CN(CCC3)C(=O)OC(C)(C)C)C=CC(=C1)C=1N=NN(C1)C